C(C)(=O)O[C@H]1[C@@H](OC([C@@H]([C@@H]1N1N=NC(=C1)C1=CC(=CC=C1)F)OC(C)=O)COC(C)=O)[Se][C@@H]1O[C@@H]([C@@H]([C@@H]([C@H]1OC(C)=O)N1N=NC(=C1)C1=CC(=CC=C1)F)OC(C)=O)COC(C)=O (2S,2'S,3R,3'R,4S,4'S,5R,5'R,6'R)-seleno-bis(6-(acetoxymethyl)-4-(4-(3-fluorophenyl)-1H-1,2,3-triazol-1-yl) tetrahydro-2H-pyran-2,3,5-triyl) tetraacetate